OC1=NC=CC(=N1)C 2-hydroxy-4-methyl-pyrimidine